2-chloro-dimethoxy-1,3,5-triazine ClC1=NC(=NC(=N1)OC)OC